4-(4-(2-(2,6-dioxopiperidin-3-yl)-1-oxoisoindolin-4-yl)piperazin-1-yl)benzamide O=C1NC(CCC1N1C(C2=CC=CC(=C2C1)N1CCN(CC1)C1=CC=C(C(=O)N)C=C1)=O)=O